(4-amino-7-fluoroimidazo[1,5-a]quinoxalin-8-yl)((4aS,9bS)-6-fluoro-7-(trifluoromethyl)-3,4,4a,9b-tetrahydrobenzofuro[3,2-b]pyridin-1(2H)-yl)methanone NC=1C=2N(C3=CC(=C(C=C3N1)F)C(=O)N1[C@@H]3[C@H](CCC1)OC1=C3C=CC(=C1F)C(F)(F)F)C=NC2